OC=1C=C2C=C(N=CC2=CC1)C(=O)NC 6-hydroxy-N-methylisoquinoline-3-carboxamide